1-oxo-4-(pyridin-4-yl)isoindoline-2-carboxylate O=C1N(CC2=C(C=CC=C12)C1=CC=NC=C1)C(=O)[O-]